1-(3-methoxythiophen-2-yl)-N-((9-(pyridin-2-yl)-6-oxaspiro[4.5]decan-9-yl)methyl)methylamine COC1=C(SC=C1)CNCC1(CCOC2(CCCC2)C1)C1=NC=CC=C1